O=C(CCCCCCCCC(=O)[O-])CCCCCCCCC(=O)[O-] 10-oxononadecanedioate